O=C1N(CC2=CC(=CC=C12)C1CCN(CC1)CC=1N=C2N(C=C(C=C2)C=2C=NC=CC2)C1)C1C(NC(CC1)=O)=O 3-(1-oxo-5-(1-((6-(pyridin-3-yl)imidazo[1,2-a]pyridin-2-yl)methyl)piperidin-4-yl)isoindolin-2-yl)piperidine-2,6-dione